NC=1C(=C(C=C(C1)Cl)C1=NN(C=C1C1=NC(=NC=C1)NC[C@H](C)NC(OC)=O)C(C)C)F (S)-Methyl 1-(4-(3-(3-amino-5-chloro-2-fluorophenyl)-1-isopropyl-1H-pyrazol-4-yl)pyrimidin-2-ylamino)propan-2-ylcarbamate